CC1=CC=C(C=C1)S(=O)(=O)OCCOC1CCC(CC1)N(C)C(=O)OCC1=CC=CC=C1 2-(((1r,4r)-4-(((benzyloxy)carbonyl)(methyl)amino)cyclohexyl)oxy)ethyl 4-methylbenzenesulfonate